(trifluoromethyl)-γ-valerolactone FC(F)(F)C1C(=O)OC(C1)C